C(C1=CC=CC=C1)OC1=C(C=C(C=C1)C1=C(C=C(C=C1)NC(=O)C=1C(N(C=CC1OCC)C1=CC=C(C=C1)F)=O)F)Br N-(4'-(benzyloxy)-3'-bromo-2-fluoro-[1,1'-biphenyl]-4-yl)-4-ethoxy-1-(4-Fluorophenyl)-2-oxo-1,2-dihydropyridine-3-carboxamide